C1(=CC(C(C)C)=CC=C1C)OC(C(C)(C)F)=O.C1(=CC=CC2=C(C=CC=C12)CN1CCOCC1)C1=CC2=CC=CC=C2C=C1 4-[1,2'-binaphthyl]-5-ylmethyl-morpholine carvacryl-2-fluoroisobutyrate